(S,Z)-3-((3-(2-cyclopropylethyl)-2-methyl-7-(methylthio)-1,1-dioxido-5-phenyl-2,3,4,5-tetrahydrobenzo[f][1,2,5]thiadiazepin-8-yl)oxy)-2-fluoroacrylic acid C1(CC1)CC[C@@H]1N(S(C2=C(N(C1)C1=CC=CC=C1)C=C(C(=C2)O\C=C(\C(=O)O)/F)SC)(=O)=O)C